BrCC1=CC(=NC2=C(C=CN=C12)OC1CC(C1)OC)Cl 4-(bromomethyl)-2-chloro-8-((1r,3r)-3-methoxycyclobutoxy)-1,5-naphthyridine